CN1N=C(C(=C1)C1=CC(=CC(=N1)N1N=CC=2C(=NC(=CC21)C=2C=NC=CC2OC)C)N2[C@@H]([C@H](C2)CS(=O)(=O)C)C)C 1-(6-(1,3-Dimethyl-1H-pyrazol-4-yl)-4-((2R,3S)-2-methyl-3-((methylsulfonyl)methyl)azetidin-1-yl)pyridin-2-yl)-6-(4-methoxypyridin-3-yl)-4-methyl-1H-pyrazolo[4,3-c]pyridine